CC1=CC(=NC(=N1)C=1C=NC(=CC1)N1CC2N(C(C1)C2)CC=2C=NC(=CC2)C)NC2=NNC(=C2)C 6-methyl-N-(5-methyl-1H-pyrazol-3-yl)-2-(6-(6-((6-methylpyridin-3-yl)methyl)-3,6-diazabicyclo[3.1.1]heptan-3-yl)pyridin-3-yl)pyrimidin-4-amine